2-(1-(6-amino-9H-purin-9-yl)propyl)-3-(4-fluorophenyl)-4H-chromen-4-one NC1=C2N=CN(C2=NC=N1)C(CC)C=1OC2=CC=CC=C2C(C1C1=CC=C(C=C1)F)=O